5-Hydroxy-8-(hydroxymethyl)-7-methoxy-3-(4-methoxyphenyl)-4H-chromen-4-one OC1=C2C(C(=COC2=C(C(=C1)OC)CO)C1=CC=C(C=C1)OC)=O